ClC1=C(C=CC(=C1)C)C1=CC=CC=C1 2'-chloro-4'-methyl-[1,1'-biphenyl]